O1CCC(CC1)C1N(CCC1)C=1C2=C(N=CN1)NC(=C2)C2=CC=C(CN1CCOCC1)C=C2 4-(4-(4-(2-(Tetrahydro-2H-pyran-4-yl)pyrrolidin-1-yl)-7H-pyrrolo[2,3-d]pyrimidin-6-yl)benzyl)morpholine